3,4,6-trichloro-5-(2,6-difluoro-phenoxy)-phthalonitrile ClC1=C(C(C#N)=C(C(=C1Cl)OC1=C(C=CC=C1F)F)Cl)C#N